tert-butyl 6-{6-cyclopropoxy-3-[2-(methoxymethoxy)phenyl]cinnolin-7-yl}-2,6-diazaspiro[3.3]heptane-2-carboxylate C1(CC1)OC=1C=C2C=C(N=NC2=CC1N1CC2(CN(C2)C(=O)OC(C)(C)C)C1)C1=C(C=CC=C1)OCOC